SC1=C2NC=NC2=NC=N1 6-mercaptopurine